(3S,4S,5S,6R)-2-(2-(2-(2-aminoethoxy)ethoxy)ethoxy)-6-(hydroxymethyl)tetrahydro-2H-pyran-3,4,5-triol NCCOCCOCCOC1O[C@@H]([C@H]([C@@H]([C@@H]1O)O)O)CO